cyanoacetyltriethoxysilane C(#N)CC(=O)[Si](OCC)(OCC)OCC